C1=CC(=CC=C1COCC2=CC=C(C=C2)O)O The molecule is an ether in which the oxygen atom is linked to two 4-hydroxybenzyl groups. It is isolated from the tubers of Gastrodia elata and acts as a platelet aggregation inhibitor. It has a role as a metabolite and a platelet aggregation inhibitor. It is an ether and a polyphenol.